((5-(((6-chloropyridin-3-yl)methyl)thio)-4-phenyl-4H-1,2,4-triazol-3-yl)methyl)-9H-carbazole ClC1=CC=C(C=N1)CSC=1N(C(=NN1)CC1=CC=CC=2C3=CC=CC=C3NC12)C1=CC=CC=C1